(S)-(-)-2-acetoxy-succinic anhydride C(C)(=O)O[C@@H]1C(=O)OC(C1)=O